(E)-N-(4-(N-(4-fluorobenzyl)-N-(4-methoxybenzyl)sulfamoyl)phenyl)-3-(pyridin-4-yl)acrylamide FC1=CC=C(CN(S(=O)(=O)C2=CC=C(C=C2)NC(\C=C\C2=CC=NC=C2)=O)CC2=CC=C(C=C2)OC)C=C1